Cl.FC(C1C(COC1)N)F 4-(difluoromethyl)tetrahydrofuran-3-amine hydrochloride